COC(C1=C(N=C(C=C1)Cl)O[C@@H]1CN(CC1)C(=O)OC(C)(C)C)=O [(3s)-1-tert-butoxycarbonylpyrrolidin-3-yl]oxy-6-chloro-nicotinic acid methyl ester